COC(C1=CC(=C(C(=C1)I)COC(C)=O)Cl)=O.C(C)(C)(C)C=1C(=C(C=CC1)Cl)Br 3-tert-butylbromo(chloro)benzene methyl-4-(acetoxymethyl)-3-chloro-5-iodobenzoate